ClC=1C(=CC2=C(N(C(N=C2N2C[C@H](N(C[C@@H]2C)C(=O)OC(C)(C)C)C)=O)C2=C(C=NC=C2C(C)C)C(C)C)N1)F tert-butyl (2R,5S)-4-(7-chloro-1-(3,5-diisopropylpyridin-4-yl)-6-fluoro-2-oxo-1,2-dihydropyrido[2,3-d]pyrimidin-4-yl)-2,5-dimethylpiperazine-1-carboxylate